N-(4-(4-amino-3-(4-((5-chloro-4-methylpyrimidin-2-yl)oxy)phenyl)-7-cyano-1-methyl-1H-pyrrolo[3,2-c]pyridin-2-yl)-3-methylphenyl)methacrylamide NC1=NC=C(C2=C1C(=C(N2C)C2=C(C=C(C=C2)NC(C(=C)C)=O)C)C2=CC=C(C=C2)OC2=NC=C(C(=N2)C)Cl)C#N